C1(=CC=CC=C1)\C=C\C(CCC1=CC=CC=C1)=O (1E)-1,5-diphenylpent-1-en-3-one